FC1=C(C(=C2C=CNC2=C1)/C=C/C(=O)OCC)OC1=CC(=NC=C1)C(SC)=N Ethyl (E)-3-(6-fluoro-5-((2-(imino(methylthio)methyl)pyridin-4-yl)oxy)-1H-indol-4-yl)acrylate